CS(=O)(=O)C1=CC=C(CBr)C=C1 4-(methylsulfonyl)benzyl bromide